(S)-(5-((4-borono-3,5-difluorobenzyl)(5,6-diamino-6-oxohexyl)carbamoyl)-2-fluorophenyl)boronic acid B(O)(O)C1=C(C=C(CN(C(=O)C=2C=CC(=C(C2)B(O)O)F)CCCC[C@@H](C(=O)N)N)C=C1F)F